6-bromo-7-hydroxy-1-methyl-4-[4-(5-methyl-1,3-benzoxazol-2-yl)piperidin-1-yl]-2-oxo-1,2-dihydroquinoline-3-carbonitrile Boron tribromide B(Br)(Br)Br.BrC=1C=C2C(=C(C(N(C2=CC1O)C)=O)C#N)N1CCC(CC1)C=1OC2=C(N1)C=C(C=C2)C